C(C)(C)(C)OC(=O)N1C(CNC(C1)C)C.COC=1C=CC=2C=3N(C(=NC2C1)NC=1C(N=CC=CC1)=O)N=C(N3)C3=CC=C(C=C3)OC (3R)-3-{[8-methoxy-2-(4-methoxyphenyl)[1,2,4]triazolo[1,5-c]quinazolin-5-yl]amino}azepin-2-one tert-butyl-2,5-dimethylpiperazine-1-carboxylate